2,2-dimethyl-4-oxo-5-(pyridin-2-ylmethoxy)-4H-benzo[d][1,3]dioxine-7-carbonitrile CC1(OC(C2=C(O1)C=C(C=C2OCC2=NC=CC=C2)C#N)=O)C